ClC=1C2=C(N=CN1)NCC2 4-chloro-5,6-dihydropyrrolo[2,3-d]pyrimidine